C(C1=CC=CC=C1)OC(=O)NC12CC(C1)(C2)C=2SC1=C(N2)C=C(C=C1)[C@@H]1N(C[C@H](CC1)C)C(=O)OC(C)(C)C (2R,5S)-tert-butyl 2-(2-(3-(((benzyloxy)carbonyl)amino)bicyclo[1.1.1]pentan-1-yl)benzo[d]thiazol-5-yl)-5-methylpiperidine-1-carboxylate